(R)-2-((4-fluorophenyl)amino)-2-oxo-1-phenylethyl 6-(1-(1-(7-azaspiro[3.5]nonan-2-yl)piperidin-4-yl)-1H-pyrazol-4-yl)-3-aminopyrazine-2-carboxylate hydrochloride Cl.C1C(CC12CCNCC2)N2CCC(CC2)N2N=CC(=C2)C2=CN=C(C(=N2)C(=O)O[C@@H](C(=O)NC2=CC=C(C=C2)F)C2=CC=CC=C2)N